rac-(2r,3s,4s,5r)-4-[[3-[2-(difluoromethoxy)-3,4-difluoro-phenyl]-4,5-dimethyl-5-(trifluoromethyl)tetrahydrofuran-2-carbonyl]amino]pyridine-2-carboxamide FC(OC1=C(C=CC(=C1F)F)[C@H]1[C@@H](O[C@]([C@H]1C)(C(F)(F)F)C)C(=O)NC1=CC(=NC=C1)C(=O)N)F |r|